4-amino-N-((S)-cyclopropyl(5-(trifluoromethyl)-2-pyridinyl)methyl)-N-methyl-1,3-dihydrofuro[3,4-c][1,7]naphthyridine-8-carboxamide NC1=NC=2C=NC(=CC2C2=C1COC2)C(=O)N(C)[C@H](C2=NC=C(C=C2)C(F)(F)F)C2CC2